FC=1C(=C2CCNC2=CC1)C1CCC(CC1)OC(NC)=O [4-(5-fluoroindolin-4-yl)cyclohexyl]-N-methyl-carbamate